BrC=1N=C2C(=C(C(N(C2=CC1)C)=O)C#N)N1CCN(CC1)CC1=C2C=CN(C2=CC=C1)CC 6-bromo-4-(4-((1-ethyl-1H-indol-4-yl)methyl)piperazin-1-yl)-1-methyl-2-oxo-1,2-dihydro-1,5-naphthyridine-3-carbonitrile